5-[(1s,4r,5r)-5-{[5-cyclopropyl-3-(2,6-dichlorophenyl)-1,2-oxazol-4-yl]methoxy}-3-oxo-2-azabicyclo[2.2.1]heptan-2-yl]pyrazine-2-carboxylic acid C1(CC1)C1=C(C(=NO1)C1=C(C=CC=C1Cl)Cl)CO[C@H]1[C@@H]2C(N([C@H](C1)C2)C=2N=CC(=NC2)C(=O)O)=O